[5-(Trifluoromethyl)-1H-pyrazol-3-yl]-(4,4,8-trimethyl-3,5-dihydro-1H-pyrido[4,3-b]indol-2-yl)methanon FC(C1=CC(=NN1)C(=O)N1CC2=C(NC=3C=CC(=CC23)C)C(C1)(C)C)(F)F